methyl 6-[4-(difluoromethoxy) phenyl]-2-(1-methyl-1H-pyrazol-4-yl)-3-oxo-2,3,4,5-tetrahydropyridazine-4-carboxylate FC(OC1=CC=C(C=C1)C=1CC(C(N(N1)C=1C=NN(C1)C)=O)C(=O)OC)F